CC1=C2C=CC=CC2=C(C2=CC=CC=C12)CCC(=O)NCCNC(=O)C1N2CCN(C1)CC2 N-(2-(3-(10-methylanthracene-9-yl)propionamido)ethyl)-1,4-diazabicyclo[2.2.2]Octane-2-carboxamide